(2S)-1-{8-fluoro-7-[7-fluoro-3-(methoxymethoxy)-8-[2-(triisopropylsilyl)ethynyl]naphthalen-1-yl]-2-(methylsulfanyl)pyrido[4,3-d]pyrimidin-5-yl}-2-methylazetidine FC1=C(N=C(C2=C1N=C(N=C2)SC)N2[C@H](CC2)C)C2=CC(=CC1=CC=C(C(=C21)C#C[Si](C(C)C)(C(C)C)C(C)C)F)OCOC